C1(CC1)S(=O)(=O)NC1=NC=CC(=N1)C(C(=O)NC1=NC=C(C=C1)C1=NC(=CN=C1)OCC)CCOC 2-(2-(cyclopropanesulfonylamino)pyrimidin-4-yl)-N-(5-(6-ethoxypyrazin-2-yl)pyridin-2-yl)-4-methoxybutyramide